C(CC=1OCCN1)C=1OCCN1 ethylenebis(2-oxazoline)